N-(2-fluorophenyl)-2-(3-(4-fluorophenyl)-6-oxopyridazin-1(6H)-yl)acetamide FC1=C(C=CC=C1)NC(CN1N=C(C=CC1=O)C1=CC=C(C=C1)F)=O